(3-Bromo-1-bicyclo[1.1.1]pentanyl)methoxy-trimethyl-silane BrC12CC(C1)(C2)CO[Si](C)(C)C